N(=[N+]=[N-])CCCCCCCCCC1=NN(C(=C1)C1=CC=C(C=C1)F)C1=CC=C(C=C1)S(=O)(=O)N 4-(3-(9-azidononyl)-5-(4-fluorophenyl)-1H-pyrazol-1-yl)benzenesulfonamide